N-(6-amino-5-methyl-3-pyridyl)-2-[(2S,5R)-5-methyl-2-(2-methylpyrimidin-5-yl)-1-piperidyl]-2-oxo-acetamide NC1=C(C=C(C=N1)NC(C(=O)N1[C@@H](CC[C@H](C1)C)C=1C=NC(=NC1)C)=O)C